Cl.N[C@@H](C)C1=NC=NN1C1=NC=C(C#N)C=C1 6-{5-[(1S)-1-Aminoethyl]-1H-1,2,4-triazol-1-yl}nicotinonitrile hydrochloride